C[Si](N(CC[Si](OC)(OC)OC)[Si](C)(C)C)(C)C N,N-bis(trimethylsilyl)-2-aminoethyl-trimethoxysilane